ClC1=C(C=CC2=C1C(=NC(C(=N2)NC(C(=O)OC)C(C)O)C)C2=NC=CC=C2F)C(F)(F)F methyl 2-[[6-chloro-5-(3-fluoro-2-pyridyl)-3-methyl-7-(trifluoromethyl)-3H-1,4-benzodiazepin-2-yl]amino]-3-hydroxy-butanoate